3,4-dimethyl-5,6-diethylpyridazine CC=1N=NC(=C(C1C)CC)CC